C(C)C1=C(C(C(=O)O)=CC=C1)C(=O)O Ethylphthalic acid